3-(5-(trifluoromethyl)-2,3-dihydrobenzofuran-2-yl)benzamide FC(C=1C=CC2=C(CC(O2)C=2C=C(C(=O)N)C=CC2)C1)(F)F